NC1=NC(N(C=N1)[C@H]1C[C@@H]2O[Si](O[Si](OC[C@H]2S1)(C(C)C)C(C)C)(C(C)C)C(C)C)=O 4-amino-1-((6aR,8R,9aS)-2,2,4,4-tetraisopropyltetrahydro-6H-thieno[3,2-f][1,3,5,2,4]trioxadisilocin-8-yl)-1,3,5-triazine-2(1H)-one